BrC1=CC(=C(C=C1)S(=O)(=O)N1N=C(N=C1N)NC1=CC=C(C=C1)Cl)F 1-(4-bromo-2-fluoro-phenyl)sulfonyl-N3-(4-chlorophenyl)-1,2,4-triazole-3,5-diamine